tert-butyl (1-(6-chloro-3-methylpyrido[2,3-b]pyrazin-2-yl)-4-methylpiperidin-4-yl)carbamate ClC=1C=CC=2C(=NC(=C(N2)N2CCC(CC2)(C)NC(OC(C)(C)C)=O)C)N1